5-chloro-2-hydroxy-3-((pyridin-3-ylimino)-methyl)phenyl 4-meth-ylbenzoate CC1=CC=C(C(=O)OC2=C(C(=CC(=C2)Cl)C=NC=2C=NC=CC2)O)C=C1